COC1=CC=C(C=C1)CC(C=O)C 3-(p-Methoxyphenyl)-2-methylpropionaldehyd